CC=1C(=C(C(=C(C1)CC(=O)[O-])C)C)C tetramethylphenylacetate